C1(CC1)C1=NC=NC(=C1C1=NN2C(N(C(CC2)=O)CC2=CC=C(C=C2)C=2N(C=C(N2)C(F)(F)F)C(C([2H])([2H])[2H])(C([2H])([2H])[2H])[2H])=N1)OC(F)F 2-(4-cyclopropyl-6-(difluoromethoxy)pyrimidin-5-yl)-4-(4-(1-(propan-2-yl-d7)-4-(trifluoromethyl)-1H-imidazol-2-yl)benzyl)-6,7-dihydro-[1,2,4]triazolo[1,5-a]pyrimidin-5(4H)-one